ClC1=C(C(=C2C=NN(C2=C1)C1OCCCC1)B1OC(C(O1)(C)C)(C)C)CCCC=1OC=C(N1)C1CN(CCC1)C(=O)OC(C)(C)C tert-Butyl 3-(2-(3-(6-chloro-1-(tetrahydro-2H-pyran-2-yl)-4-(4,4,5,5-tetramethyl-1,3,2-dioxaborolan-2-yl)-1H-indazol-5-yl)propyl)oxazol-4-yl)piperidine-1-carboxylate